2-(2-{4-[(2-{3-[(4-methanesulfonyl-phenyl)amino]prop-1-yn-1-yl}-1-(2,2,2-trifluoroethyl)-1H-indol-4-yl)amino]piperidin-1-yl}ethoxy)ethan-1-ol CS(=O)(=O)C1=CC=C(C=C1)NCC#CC=1N(C2=CC=CC(=C2C1)NC1CCN(CC1)CCOCCO)CC(F)(F)F